2-[[3-(1,3-Dihydroisobenzofuran-5-ylcarbamoyl)-5,6-dihydro-4H-cyclopenta[b]thiophen-2-yl]carbamoyl]cyclohexanecarboxylic acid C1OCC2=CC(=CC=C12)NC(=O)C=1C2=C(SC1NC(=O)C1C(CCCC1)C(=O)O)CCC2